dioctadecyl-N-4,8-diaza-10-aminodecanoylglycinamide C(CCCCCCCCCCCCCCCCC)N(CC(=O)NC(CCNCCCNCCN)=O)CCCCCCCCCCCCCCCCCC